O[C@H]1[C@H](O[C@@H]([C@H]1O)CO)OC(=O)C=1C=[NH+]C=CC1 (2R,3R,4S,5R)-3,4-dihydroxy-5-(hydroxymethyl)tetrahydrofuran-2-yl-pyridin-1-ium-3-carboxylate